(S)-1-(2-((2-aminoethyl)amino)pyrimidin-5-yl)-3-(1-(5-fluoro-3-methylbenzofuran-2-yl)-2-methylpropyl)urea NCCNC1=NC=C(C=N1)NC(=O)N[C@@H](C(C)C)C=1OC2=C(C1C)C=C(C=C2)F